3-methyl-N-[[(1S,3R)-3-[(6-morpholinosulfonyl-1,3-benzothiazol-2-yl)amino]cyclopentyl]methyl]isoxazole-5-carboxamide CC1=NOC(=C1)C(=O)NC[C@@H]1C[C@@H](CC1)NC=1SC2=C(N1)C=CC(=C2)S(=O)(=O)N2CCOCC2